C(#N)C1=CC(=C(COC2=CC=CC(=N2)N2C(CN(CC2)[C@@H](C)C2=NC3=C(N2C[C@H]2OCC2)C=C(C=C3)C(=O)[O-])=O)C=C1)F 2-((S)-1-(4-(6-((4-cyano-2-fluorobenzyl)oxy)pyridin-2-yl)-3-oxopiperazin-1-yl) Ethyl)-1-(((S)-oxetan-2-yl)methyl)-1H-benzo[d]imidazole-6-carboxylate